FC=1C=C2C(=C(C=NC2=C(C1)F)C(=O)N1CCN(CC1)C(=O)N(C)C)N1CCC2(OCCO2)CC1 4-(6,8-Difluoro-4-(1,4-dioxa-8-azaspiro[4.5]decan-8-yl)quinoline-3-carbonyl)-N,N-dimethylpiperazine-1-carboxamide